[6-[1-(cyclopropylmethyl)-4-(trifluoromethyl)imidazol-2-yl]-5-fluoro-3-pyridyl]methanol C1(CC1)CN1C(=NC(=C1)C(F)(F)F)C1=C(C=C(C=N1)CO)F